BrC1=C(C=2N=CN=C(C2N1C1=CC(=C(C=C1)OC1=NC=CC(=C1)C)F)N)Br 6,7-dibromo-5-{3-fluoro-4-[(4-methylpyridin-2-yl)oxy]phenyl}-5H-pyrrolo[3,2-d]pyrimidin-4-amine